(4-nitro-2-trifluoromethylphenyloxyimino)-benzyl cyanide [N+](=O)([O-])C1=CC(=C(C=C1)ON=C(C1=CC=CC=C1)C#N)C(F)(F)F